BrC=1C=C2C(=C(N(C2=CC1)CCOC1CCOCC1)C=1C=C(C=NC1[C@H](C)OC)B(O)O)CC(CO)(C)C (S)-(5-(5-bromo-3-(3-hydroxy-2,2-dimethylpropyl)-1-(2-((tetrahydro-2H-pyran-4-yl)oxy)ethyl)-1H-indol-2-yl)-6-(1-methoxyethyl)pyridin-3-yl)boronic acid